2-Bromo-6-(4-(1-methyl-1H-pyrazol-4-yl)-4H-1,2,4-triazol-3-yl)pyridine BrC1=NC(=CC=C1)C1=NN=CN1C=1C=NN(C1)C